2-methyl-1-cyclohexanol CC1C(CCCC1)O